FC=1C=C2C(C=C(N(C2=C(C1)C=C)C)C(=O)OC)=C=O Methyl 6-fluoro-1-methyl-4-carbonyl-8-vinyl-1,4-dihydroquinoline-2-carboxylate